FC1=C(C=CC(=C1)F)C1=NNC(=C1)C(=O)NCCO 3-(2,4-difluorophenyl)N-(2-hydroxyethyl)-1H-pyrazole-5-carboxamide